2-chloro-4,5-dihydroxybenzohydrazide ClC1=C(C(=O)NN)C=C(C(=C1)O)O